Methyl (CIS)-2-oxo-7-({[(CIS)-4-phenylcyclohexyl]oxy}methyl)-4-oxa-1,8-diazaspiro[5.5]undecane-8-carboxylate O=C1NC2(COC1)C(N(CCC2)C(=O)OC)CO[C@@H]2CC[C@@H](CC2)C2=CC=CC=C2